(1S,5R) or (1R,5S)-3-(8-cyanoquinolin-5-yl)-N-(trans-3-morpholinylcyclobutyl)-5-(trifluoromethyl)-3-azabicyclo[3.1.0]hexane-1-carboxamide C(#N)C=1C=CC(=C2C=CC=NC12)N1C[C@@]2(C[C@@]2(C1)C(F)(F)F)C(=O)N[C@@H]1C[C@H](C1)N1CCOCC1 |o1:14,16|